FC1(CCOCC1)COC1=C2C(=NC(=C1)C1=CNC3=CN=C(C=C31)NC(C)=O)C3(OCC2)COCC3 N-(3-(4'-((4-fluorotetrahydro-2H-pyran-4-yl)methoxy)-4,5,5',6'-tetrahydro-2H-spiro[furan-3,8'-pyrano[3,4-b]pyridin]-2'-yl)-1H-pyrrolo[2,3-c]pyridin-5-yl)acetamide